C(C)O/C=C/C=1C=C(C=CC1)CN1N=NN=C1 ({3-[(1E)-2-ethoxyethenyl]phenyl}methyl)-1H-1,2,3,4-tetrazole